N-stearyl-oleic acid amide C(CCCCCCCCCCCCCCCCC)NC(CCCCCCC\C=C/CCCCCCCC)=O